4,4'-bis(4-aminophenyloxy)-2-hydroxy-2'-carboxybiphenyl NC1=CC=C(C=C1)OC1=CC(=C(C=C1)C1=C(C=C(C=C1)OC1=CC=C(C=C1)N)C(=O)O)O